FC(C1=CC=C(C=C1)C1=C2C=CC(=CC2=CC=C1)C(=O)NC(C)C1=NSC(=N1)C(=O)N)(F)F 3-(1-(5-(4-(Trifluoromethyl)phenyl)-2-naphthamido)ethyl)-1,2,4-thiadiazole-5-carboxamide